dodecyl phosphate octyl-amine salt C(CCCCCCC)N.P(=O)(OCCCCCCCCCCCC)(O)O